C(C)(=O)OC(CC)CCC cis-3-Hexyl acetate